CC1=C(N=C2N1CCOC1=C2C=CC(=C1)N[C@H](C(=O)N)C)N1C(OC[C@H]1C(F)(F)F)=C=O (S)-2-((3-methyl-2-((S)-2-carbonyl-4-(trifluoromethyl)oxazolidin-3-yl)-5,6-dihydrobenzo[f]imidazo[1,2-d][1,4]oxazepin-9-yl)amino)propionamide